(5-benzyl-1-(4-isobutoxybenzyl)-1H-pyrazol-3-yl)-1-methylpiperidine C(C1=CC=CC=C1)C1=CC(=NN1CC1=CC=C(C=C1)OCC(C)C)C1N(CCCC1)C